[N+](=O)([O-])C=1C=C(C(=O)N)C=CC1 (3-nitro)benzamide